ClC1=CC=C(C=C1)C#CC(=C)C 1-chloro-4-(3-methylbut-3-en-1-yn-1-yl)benzene